ClC=1C=C(C=CC1OC(F)(F)F)N(C(C#C)=O)C1(CCCC1)C(=O)NO 1-(N-(3-chloro-4-(trifluoromethoxy)phenyl)propiolamido)-N-hydroxycyclopentane-1-carboxamide